FC1=C(C=CC(=C1)F)C=1C=NC=2N(C1)C=C(N2)COC2=CC=CC=C2 6-(2,4-difluorophenyl)-2-phenoxymethylimidazo[1,2-a]pyrimidine